aza-3-silatridecan-9-ol NC[SiH2]CCCCCC(CCCC)O